BrCC=1C=C(C(=C(C1)F)F)F 5-(bromomethyl)-1,2,3-trifluoro-benzene